C(C(C)C)NCCC[Si](O[Si](OC)(OC)CCCNCC(C)C)(OC)OC 1,3-bis(N-isobutyl-3-aminopropyl)-1,1,3,3-tetramethoxydisiloxane